2-(((2R,4R)-1,4-di(t-butoxycarbonyl)-2-methylpiperidin-4-yl)methyl)-3,5-difluoropyridine-1-oxide C(C)(C)(C)OC(=O)N1[C@@H](C[C@@](CC1)(C(=O)OC(C)(C)C)CC1=[N+](C=C(C=C1F)F)[O-])C